7-((((benzyloxy)carbonyl)amino)methyl)-7-(3-fluorophenyl)-3-azabicyclo[4.1.0]heptan-3-ium chloride [Cl-].C(C1=CC=CC=C1)OC(=O)NCC1(C2CC[NH2+]CC12)C1=CC(=CC=C1)F